lithium 6-(2-aminopyrimidin-5-yl)-8-morpholinoimidazo[1,2-a]pyrazine-2-carboxylate NC1=NC=C(C=N1)C=1N=C(C=2N(C1)C=C(N2)C(=O)[O-])N2CCOCC2.[Li+]